BrC=1C=CC=2N(C1)C(=NN2)NC2=CC=CC=C2 6-bromo-N-phenyl-[1,2,4]triazolo[4,3-a]pyridin-3-amine